NC=1NC(C=2N=C(N(C2N1)CC1=CC=C(C=C1)F)C1=CC(=CC=C1)OCCOCCOCCOCCOCCOCCCCCCCl)=O 2-amino-8-(3-((21-chloro-3,6,9,12,15-pentaoxahenicos-1-yl)oxy)phenyl)-9-(4-fluorobenzyl)-1,9-dihydro-6H-purin-6-one